dimethoxystyrene COC(=CC1=CC=CC=C1)OC